(4-((4-(4-(methoxycarbonyl)phenyl)-5-methylpyrimidin-2-yl)amino)-1H-pyrazol-1-yl)piperidine-1-carboxylic acid tert-butyl ester C(C)(C)(C)OC(=O)N1C(CCCC1)N1N=CC(=C1)NC1=NC=C(C(=N1)C1=CC=C(C=C1)C(=O)OC)C